4-Phenylbutyltrichlorosilan C1(=CC=CC=C1)CCCC[Si](Cl)(Cl)Cl